4,4-diphenyl-methylenebisphenol C1(=CC=CC=C1)C1(CC(=C(C=C1)O)CC1=C(C=CC=C1)O)C1=CC=CC=C1